C12CC(CC(CC1)N2)N(C=2SC=1N=C(N=CC1N2)C2=CC1=CN(N=C1C(=C2)F)C)C N-[(3-exo)-8-azabicyclo[3.2.1]oct-3-yl]-5-(7-fluoro-2-methyl-2H-indazol-5-yl)-N-methyl-[1,3]thiazolo[5,4-d]pyrimidin-2-amine